C1(=CC=CC=C1)[P+](C1=CC(=CC=C1)Br)(C1=CC=CC=C1)C1=CC=CC=C1 triphenyl-(m-bromophenyl)phosphonium